2-[(1R,2S,3S,6R,7S)-4-azatricyclo[5.2.1.0^{2,6}]dec-8-en-3-ylformamido]-3-[(3S)-2-oxopyrrolidin-3-yl]propanamide [C@H]12[C@@H]3[C@H](NC[C@@H]3[C@H](C=C1)C2)C(=O)NC(C(=O)N)C[C@H]2C(NCC2)=O